FC1([C@@H](CN(C1)C1COC1)NC1=NN2C(C(=N1)OC)=C(C=C2)C=2C=CC1=C(N(N=N1)CCC(F)F)C2)F (R)-N-(4,4-difluoro-1-(oxetan-3-yl)pyrrolidin-3-yl)-5-(1-(3,3-difluoropropyl)-1H-benzo[d][1,2,3]triazol-6-yl)-4-methoxypyrrolo[2,1-f][1,2,4]triazin-2-amine